C1=CC=CC=2C3=CC=CC=C3C(C12)COC(=O)N[C@H](CC(=O)OC(C)(C)C)C(=O)NC=1N=NC(=C(C1)C1CC1)C1=C(C=C(C=C1)C#C)OCOCC tert-butyl (R)-3-((((9H-fluoren-9-yl) methoxy) carbonyl) amino)-4-((5-cyclopropyl-6-(2-(ethoxymethoxy)-4-ethynylphenyl) pyridazin-3-yl) amino)-4-oxobutanoate